NC1=NC=C(C=C1C1=NC=C(C=C1)C(N(C)C)=O)C1=C2C(=NC=C1)NC(=C2)C(=O)O 4-(2'-amino-5-(dimethylcarbamoyl)-[2,3'-bipyridyl]-5'-yl)-1H-pyrrolo[2,3-b]pyridine-2-carboxylic acid